di-(amyl) phosphate P(=O)(OCCCCC)(OCCCCC)[O-]